(R)-3-Isopropyl-2-(2-methylpyridin-4-yl)-5-((1-methylpyrrolidin-3-yl)oxy)-1H-indol C(C)(C)C1=C(NC2=CC=C(C=C12)O[C@H]1CN(CC1)C)C1=CC(=NC=C1)C